bromo-8'-methyl-2'H-spiro[cyclohexane-1,3'-indolizine]-1',5'-dione BrC1C(C2=C(C=CC(N2C12CCCCC2)=O)C)=O